N-Boc-L-prolinaldehyde C(=O)(OC(C)(C)C)N1[C@@H](CCC1)C=O